FC1=CC=C(C=C1)N(C(OC1=C(C=C(C=C1C(F)(F)F)C(F)(F)F)N1C=NNC1=O)=O)C([2H])([2H])[2H] 2-(5-oxo-4,5-dihydro-1H-1,2,4-triazol-4-yl)-4,6-bis(trifluoromethyl)phenyl N-(4-fluorophenyl)-N-(methyl-d3)carbamate